C(C)OC(=O)N1CC2(C1)C[C@@H](CC2)N2CCN(CC2)C=2C(=NC=C(C2)F)C=2C=NC(=CC2)F.C(#N)C2=C(C(=O)N(C)C)C=CC=C2 2-cyano-N,N-dimethyl-benzamide ethyl-(6R)-6-[4-[5-fluoro-2-(6-fluoro-3-pyridyl)-3-pyridyl]piperazin-1-yl]-2-azaspiro[3.4]octane-2-carboxylate